bis(9-decenyl)dichlorosilane C(CCCCCCCC=C)[Si](Cl)(Cl)CCCCCCCCC=C